CARBAMOYLOXYMETHYLTRIAZOL C(N)(=O)OCC=1N=NNC1